bis-butyl-hydroxy-butyl-isopropyl alcohol C(CCC)C(C(C)(CCCC)O)(O)CCCC